C(C)(C)(C)OC(CN1C(C2=CC(=CC=C2C1)C1=NC(=NC=C1Br)Cl)=O)=O 2-[6-(5-bromo-2-chloropyrimidin-4-yl)-1-oxo-2,3-dihydro-1H-isoindol-2-yl]acetic acid tert-butyl ester